2-[6-[(3aR,7aS)-6-methyl-3,3a,4,5,7,7a-hexahydro-2H-pyrrolo[2,3-c]pyridin-1-yl]-4-(difluoromethyl)pyridazin-3-yl]-5-(trifluoromethyl)phenol CN1C[C@@H]2[C@H](CC1)CCN2C2=CC(=C(N=N2)C2=C(C=C(C=C2)C(F)(F)F)O)C(F)F